COC(C(C)C1=C(C=C(C=C1)F)Cl)=O.C(=O)(OCC1=CC=CC=C1)N1CC(CCC1)(CN)N N-Cbz-3-amino-3-(aminomethyl)piperidine methyl-2-(2-chloro-4-fluoro-phenyl)propanoate